C(CCC)N1S(C2=C(N(CC1)C1=CC=CC=C1)C=CC(=C2)OC)(=O)=O butyl-8-methoxy-5-phenyl-2,3,4,5-tetrahydro-1,2,5-benzothiadiazepine 1,1-dioxide